beta-phenylacrylamide oxygen [O].C1(=CC=CC=C1)C=CC(=O)N